ClC1=NC=C(N=C1)C=1C=NN(C1)C 2-chloro-5-(1-methyl-1H-pyrazol-4-yl)pyrazine